C(CC)S(=O)(=O)O.N1(CCOCC1)[Na] (morpholinyl)sodium propanesulfonate